N12C=CCCC2CC1 azabicyclo[4.2.0]oct-2-ene